C(C1=CC=CC=C1)OC(=O)NC(C(=O)O)CC1(CCC1)C 2-(benzyloxycarbonylamino)-3-(1-methylcyclobutyl)propionic acid